C(C)OC(CCCCC\C=C/CCO)OCC (3Z)-10,10-diethoxy-3-decen-1-ol